2-(3,5-difluoro-4-(6-((6-methylpyrimidin-4-yl)amino)-1H-pyrazolo[4,3-c]pyridin-1-yl)phenyl)propan-2-ol FC=1C=C(C=C(C1N1N=CC=2C=NC(=CC21)NC2=NC=NC(=C2)C)F)C(C)(C)O